CN(C)\C=C/1\N(CCC(C1=O)C)C(=O)OC(C)(C)C tert-butyl (E)-2-((dimethylamino)methylene)-4-methyl-3-oxopiperidine-1-carboxylate